C1(CC1)OCCN1[C@H](CN(CC1)C1=CC(=C2C(=N1)C(=CS2)C(=O)NC)C(F)(F)F)C (S)-5-(4-(2-cyclopropoxyethyl)-3-methylpiperazin-1-yl)-N-methyl-7-(trifluoromethyl)thieno[3,2-b]pyridine-3-carboxamide